N[C@@H](C(=O)NC([2H])([2H])C1=CC=CC=C1)C (R,S)-2-amino-N-(phenylmethyl-d2)propanamide